C(C)C(COC(C(=O)N(C)C)C)CCCC (2-ethylhexyloxy)-N,N-dimethylpropionamide